tert-Butyl (1R,3S,5S)-3-[(6-[6-methoxy-5-[1-(oxan-2-yl)pyrazol-4-yl]pyridin-2-yl]pyridazin-3-yl)(methyl)amino]-8-azabicyclo[3.2.1]octane-8-carboxylate COC1=C(C=CC(=N1)C1=CC=C(N=N1)N(C1C[C@H]2CC[C@@H](C1)N2C(=O)OC(C)(C)C)C)C=2C=NN(C2)C2OCCCC2